(1s,4s)-7-(4-nitrophenyl)-7-azabicyclo[2.2.1]heptane hydrochloride Cl.[N+](=O)([O-])C1=CC=C(C=C1)N1C2CCC1CC2